3,3-bis((3-butylheptyl)oxy)propan-1-ol C(CCC)C(CCOC(CCO)OCCC(CCCC)CCCC)CCCC